(3'-((6-methoxy-2-(2-methylimidazo[2,1-b][1,3,4]thiadiazol-6-yl)benzofuran-4-yl)methoxy)-[1,1'-biphenyl]-4-yl)methanone COC1=CC2=C(C=C(O2)C=2N=C3SC(=NN3C2)C)C(=C1)COC=1C=C(C=CC1)C1=CC=C(C=C1)C=O